N-(2-(2-pyridyl)ethyl)-2-isopropyl-5-methylcyclohexane-carboxamide N1=C(C=CC=C1)CCNC(=O)C1C(CCC(C1)C)C(C)C